C(C1=CC=CC=C1)OCC1CCC(CC1)N (1r,4r)-4-(benzyloxymethyl)cyclohexylamine